Cl.Cl.ClC1=CC=C(C=C1)C=1N=C2N(C=CC=C2)C1CN1CCNCC1 2-(4-Chlorophenyl)-3-(piperazin-1-ylmethyl)imidazo[1,2-a]pyridine dihydrochloride